2-[(3R,4S)-4-amino-3-fluoropiperidin-1-yl]-5-(7-chloro-1,3-benzothiazol-6-yl)-3-methyl-3H,4H,7H-pyrrolo[2,3-d]pyrimidin-4-one N[C@@H]1[C@@H](CN(CC1)C=1N(C(C2=C(N1)NC=C2C2=C(C1=C(N=CS1)C=C2)Cl)=O)C)F